farnesyl-(3,7,11-trimethyldodeca-1,3,6,10-tetraene) C(C=C(C)CCC=C(C)CCC=C(C)C)C=CC(=CCC=C(CCC=C(C)C)C)C